C1(=CCCCC1)NC(C(C1CCN(CC1)CC)N(C(CCCCCCCCCCCCCCC)=O)C(CCCCCCCC)CCCCCCCC)=O N-(2-(cyclohex-1-en-1-ylamino)-1-(1-ethylpiperidin-4-yl)-2-oxoethyl)-N-(heptadecan-9-yl)palmitamide